6-bromo-7-(2,4-difluorophenoxy)-3-(methylthio)imidazo[1,5-a]pyridine BrC=1C(=CC=2N(C1)C(=NC2)SC)OC2=C(C=C(C=C2)F)F